BrC=1C=C(C=CC1)NC=1C2=C(N=C(N1)CN(CC)CC)C=CS2 N-(3-bromophenyl)-2-((diethylamino)methyl)thieno[3,2-d]pyrimidin-4-amine